3-((2S)-1-methylpyrrolidin-2-yl)prop-2-enoic acid CN1[C@@H](CCC1)C=CC(=O)O